ClC=1C=2N(C=CN1)C(=CN2)C=2C(=NN(C2)C(C2=CC=CC=C2)(C2=CC=CC=C2)C2=CC=CC=C2)C(=O)O 4-(8-chloroimidazo[1,2-a]pyrazin-3-yl)-1-trityl-pyrazole-3-carboxylic acid